(S)-3-(5H-Imidazo[5,1-a]isoindol-5-yl)thietan-3-ol C=1N=CN2C1C1=CC=CC=C1[C@H]2C2(CSC2)O